O1C2=C(OCC1)C=C(C=C2)C[C@H](CC(=O)NO)N2N=NC(=C2)CNC(C2=CC(=C(C=C2)F)F)=O (R)-N-((1-(1-(2,3-dihydrobenzo[b][1,4]dioxin-6-yl)-4-(hydroxyamino)-4-oxobutan-2-yl)-1H-1,2,3-triazol-4-yl)methyl)-3,4-difluorobenzamide